C1(CCC1)COC=1C=C(C=CC1)C(C)=O 1-[3-(Cyclobutyl-methoxy)phenyl]ethan-1-one